FC1=CC=C(C2=C1C(=CS2)C=2CNCCC2)C#N 4-Fluoro-3-(1,2,5,6-tetrahydropyridin-3-yl)-1-benzothiophene-7-carbonitrile